1,2,4,5-Tetramethylbenzenetetracarboxylic acid CC1(C(C(C(C(=C1)C)(C(=O)O)C)C(=O)O)(C(=O)O)C)C(=O)O